2-methyl-2-(4-(2-oxo-9-(quinolin-3-yl)-2H-[1,3]oxazino[5,4-c]quinolin-1(4H)-yl)phenyl)propanenitrile CC(C#N)(C)C1=CC=C(C=C1)N1C(OCC=2C=NC=3C=CC(=CC3C21)C=2C=NC1=CC=CC=C1C2)=O